bis-(1-octyl-2,2,6,6-tetramethyl-4-piperidyl)sebacate C(CCCCCCC)N1C(CC(CC1(C)C)OC(CCCCCCCCC(=O)OC1CC(N(C(C1)(C)C)CCCCCCCC)(C)C)=O)(C)C